FC(C1=NN=C(S1)C1=NC=C2N1C=C(C(=C2N2CCN(CC2)C(C(C)C)=O)F)S(=O)(=O)NC2(COC2)C)F 3-(5-(difluoromethyl)-1,3,4-thiadiazol-2-yl)-7-fluoro-8-(4-isobutyrylpiperazin-1-yl)-N-(3-methyloxetan-3-yl)imidazo[1,5-a]pyridine-6-sulphonamide